NCC1C2CN(C(C1)C2)C(=O)OC(C)(C)C tert-butyl 5-(aminomethyl)-2-azabicyclo[2.2.1]heptane-2-carboxylate